1-(4-(7-(6-amino-3-(trifluoromethyl)pyridin-2-yl)-6-chloro-2-(2-(3-(fluoromethyl)azetidin-1-yl)ethoxy)quinazolin-4-yl)piperazin-1-yl)prop-2-en-1-one formic acid salt C(=O)O.NC1=CC=C(C(=N1)C1=C(C=C2C(=NC(=NC2=C1)OCCN1CC(C1)CF)N1CCN(CC1)C(C=C)=O)Cl)C(F)(F)F